FC1=C(N=CC2=C1N=C(N=C2OCC(F)(F)F)OC[C@]21CCCN1C[C@@H](C2)F)C2=C1C=NN(C1=CC1=C2C=CC=C1)C1OCCCC1 4-(8-fluoro-2-(((2R,7aS)-2-fluorohexahydro-1H-pyrrolizin-7a-yl)methoxy)-4-(2,2,2-trifluoroethoxy)pyrido[4,3-d]pyrimidin-7-yl)-1-(tetrahydro-2H-pyran-2-yl)-1H-benzo[f]indazole